O1CCN(CC1)C=1N=C(N(N1)C1=NC=CC=N1)[C@H](C)NC(C1=CC(=CC(=C1)C(F)(F)F)C(F)(F)F)=O N-[(1S)-1-(5-morpholino-2-pyrimidin-2-yl-1,2,4-triazol-3-yl)ethyl]-3,5-bis(trifluoromethyl)benzamide